FC1(CCC(CC1)NCCCCCCC1=NC(=CC=C1S(=O)(=O)N1[C@@H](CCC1)C(=O)O)C)F ((2-(6-((4,4-Difluorocyclohexyl)amino)hexyl)-6-methylpyridin-3-yl)sulfonyl)-L-proline